3-(2-fluoro-3-nitrobenzyl)-7-hydroxy-4-methyl-2H-chromen-2-one FC1=C(CC=2C(OC3=CC(=CC=C3C2C)O)=O)C=CC=C1[N+](=O)[O-]